tert-butyl 4-(piperazin-1-yl)benzoate N1(CCNCC1)C1=CC=C(C(=O)OC(C)(C)C)C=C1